(difluoromethyl)-5-fluoro-1-methyl-1H-pyrazole FC(F)C1=NN(C(=C1)F)C